10-(4-(dimethylamino)-N-nonylbutanamido)nonadecane-1,19-diyl bis(2-butyloctanoate) C(CCC)C(C(=O)OCCCCCCCCCC(CCCCCCCCCOC(C(CCCCCC)CCCC)=O)N(C(CCCN(C)C)=O)CCCCCCCCC)CCCCCC